2-(1-methyl-1H-pyrazol-4-yl)-4-(4-(trifluoromethyl)phenyl)-6-(4-(vinylsulfonyl)piperazin-1-yl)pyrimidine CN1N=CC(=C1)C1=NC(=CC(=N1)C1=CC=C(C=C1)C(F)(F)F)N1CCN(CC1)S(=O)(=O)C=C